CC(CC[B-](F)(F)F)(C)C.[K+] potassium (3,3-dimethylbutyl)trifluoroborate